NC1=CC=CC(=N1)S(=O)(=O)NC1=NC(=C(C=C1)Cl)C1=C(C=CC=C1)F 6-amino-N-(5-chloro-6-(2-fluorophenyl)pyridin-2-yl)pyridine-2-sulfonamide